CC1(CCC=2C(=NNC2C1)C=1NC2=CC(=CC=C2C1)C(=O)N1CCN(CC1)CC1CCN(CC1)C1=CC=C(C(=N1)C)C1C(NC(CC1)=O)=O)C 3-(6-(4-((4-(2-(6,6-dimethyl-4,5,6,7-tetrahydro-1H-indazol-3-yl)-1H-indole-6-carbonyl)piperazin-1-yl)methyl)piperidin-1-yl)-2-methylpyridin-3-yl)piperidine-2,6-dione